COC1=NC2=CC(=CC=C2C(=C1C1=CC=C(C=C1)OCCOC)N)C1=NC=CN=C1 2-methoxy-(4-(2-methoxyethoxy)phenyl)-7-(pyrazin-2-yl)quinolin-4-amine